2-(pyrrolidine-1-yl)aniline N1(CCCC1)C1=C(N)C=CC=C1